FC=1C=C(C(=O)N)C=C(C1C)[N+](=O)[O-] 3-fluoro-4-methyl-5-nitrobenzamide